CC=1C=C(C=CC1C)NC1=C2C(=NC3=CC=NC=C13)N1C(=N2)C=NC=C1 N-(3,4-dimethylphenyl)pyrazino[6',1':2,3]imidazo[4,5-b][1,6]naphthyridin-12-amine